5-{6-[(4,4-difluorobutyl)amino]-1-fluoro-3-hydroxy-5,6,7,8-tetrahydronaphthalen-2-yl}-1λ6,2,5-thiadiazolidine-1,1,3-trione FC(CCCNC1CC=2C=C(C(=C(C2CC1)F)N1CC(NS1(=O)=O)=O)O)F